ClC1=C(C=CC=C1Cl)C=1C(=NC=CN1)C#N 3-(2,3-dichlorophenyl)pyrazine-2-carbonitrile